NC=1C=2N(C3=CC(=C(C=C3N1)Cl)C(=O)O)C=NC2 4-amino-7-chloroimidazo[1,5-a]quinoxaline-8-carboxylic acid